2-propanyl 3-[(2R,5aR,6S,7R,8aS)-6-(hydroxymethyl)-7-(tetrahydro-2H-pyran-2-yloxy)octahydro-2H-cyclopenta[b]oxepin-2-yl]propanoate OC[C@H]1[C@@H](C[C@@H]2O[C@H](CCC[C@@H]21)CCC(=O)OC(C)C)OC2OCCCC2